N'-(7-(1-(1-(2,4-difluorophenyl)-1H-pyrazol-4-yl)propyl)-5-(2-(trifluoromethyl)pyrimidin-5-yl)-7H-pyrrolo[2,3-d]pyrimidin-4-yl)-N,N-dimethylformimidamide FC1=C(C=CC(=C1)F)N1N=CC(=C1)C(CC)N1C=C(C2=C1N=CN=C2N=CN(C)C)C=2C=NC(=NC2)C(F)(F)F